FC=1C=2N(C=C(C1)NC(=O)C=1C=CC(=C3N=CC(=NC13)OC)N1C[C@@H](CC1)N(C(OC(C)(C)C)=O)C)C=C(N2)C tert-butyl (R)-N-{1-[8-({8-fluoro-2-methylimidazo[1,2-a]pyridin-6-yl}carbamoyl)-2-methoxyquinoxalin-5-yl]pyrrolidin-3-yl}-N-methylcarbamate